CC1=CNC2=NC=C(C=C21)C=2C=C1CCN(CC1=C(C2)[C@@H]2NCCC2)C(C)=O (R)-1-(6-(3-methyl-1H-pyrrolo[2,3-b]pyridin-5-yl)-8-(pyrrolidin-2-yl)-3,4-dihydroisoquinolin-2(1H)-yl)ethanone